N[C@@H]1C[C@@H](CC1)NC=1C=2N(N=CC1C(=NC1=C(C=CC(=C1)F)Cl)N)C=C(C2)C=2C=NN(C2)C(F)F 4-[[(1R,3S)-3-aminocyclopentyl]amino]-N'-(2-chloro-5-fluoro-phenyl)-6-[1-(difluoromethyl)pyrazol-4-yl]pyrrolo[1,2-b]pyridazine-3-carboxamidine